C(C)(C)(C)OC(=O)N([C@H]1CN(CC1)C=1N=CC(=NC1)C(=O)O)CC1CC1 5-[(3R)-3-[tert-butoxycarbonyl(cyclopropylmethyl)amino]pyrrolidin-1-yl]pyrazine-2-carboxylic acid